tert-butyl (2S)-2-((cyclopropylmethoxy)methyl)-5-methoxy-pyrrolidine-1-carboxylate C1(CC1)COC[C@H]1N(C(CC1)OC)C(=O)OC(C)(C)C